3-(2,3-epoxypropoxy)propyldiethoxysilane tris-(2-chloroethyl)phosphate ClCCOP(=O)(OCCCl)OCCCl.C(C1CO1)OCCC[SiH](OCC)OCC